3-[4-(morpholin-4-yl)butyl]-5-phenyl-3,4-dihydropyrimidin-4-one N1(CCOCC1)CCCCN1C=NC=C(C1=O)C1=CC=CC=C1